2-(3,5-dichloro-1H-indazol-4-yl)ethanone 9-((4,4-bis(((Z)-oct-5-en-1-yl)oxy)butanoyl)oxy)-5-hydroxynonyl-(9Z,12Z)-octadeca-9,12-dienoate C(CCC\C=C/CC)OC(CCC(=O)OCCCCC(CCCCOC(CCCCCCC\C=C/C\C=C/CCCCC)=O)O)OCCCC\C=C/CC.ClC1=NNC2=CC=C(C(=C12)CC=O)Cl